ClC=1C=C(CC=2OC(=C(N2)C2=CC=C(C=C2)/C=C/C(=O)N[C@H]2CN[C@@H](C2)C)C)C=CC1 (E)-3-(4-(2-(3-Chlorobenzyl)-5-methyloxazol-4-yl)phenyl)-N-((3R,5R)-5-methylpyrrolidin-3-yl)acrylamide